propyl-trifluoroethyl carbonate C(OC(C(F)(F)F)CCC)([O-])=O